(R)-(3-aminoazepan-1-yl)(4-(5-methyl-7H-pyrrolo[2,3-d]pyrimidin-4-yl)-3,4-dihydro-2H-1,4-thiazin-6-yl)methanone hydrochloride Cl.N[C@H]1CN(CCCC1)C(=O)C1=CN(CCS1)C=1C2=C(N=CN1)NC=C2C